COC=1C(=C2C(=NC1)N(C=C2)COCC[Si](C)(C)C)CO (5-methoxy-1-((2-(trimethylsilyl)ethoxy)methyl)-1H-pyrrolo[2,3-b]pyridin-4-yl)methanol